N-(β-aminoethyl)-γ-aminopropyl-trimethylethoxysilane NCCNCCCC(C)O[Si](C)(C)C